C[C@@H]1CC[C@@H](CN1)C(=O)OC methyl (3S,6R)-6-methylpiperidine-3-carboxylate